1-[2-chloro-4-(trifluoromethyl)phenyl]-N-[2-(dimethylamino)ethyl]-4-{3-fluoro-2'-methoxy-[2,3'-bipyridine]-5-yl}piperidine-4-carboxamide indium (Iii) [In+3].ClC1=C(C=CC(=C1)C(F)(F)F)N1CCC(CC1)(C(=O)NCCN(C)C)C=1C=C(C(=NC1)C=1C(=NC=CC1)OC)F